N[C@H]1CS(C2=C(N(C1=O)CC1=CC=C(C=C1)Cl)C=C(C(=C2)F)C2=NN(C=N2)CC)(=O)=O (3R)-3-amino-5-[(4-chlorophenyl)methyl]-7-(1-ethyl-1,2,4-triazol-3-yl)-8-fluoro-1,1-dioxo-2,3-dihydro-1λ6,5-benzothiazepine-4-one